(2R,3R)-2-(3'-(Benzyloxy)-4'-(hydroxy)phenyl)-5,7-bis(benzyloxy)chroman-3-yl benzyl carbonate C(O[C@H]1[C@H](OC2=CC(=CC(=C2C1)OCC1=CC=CC=C1)OCC1=CC=CC=C1)C1=CC(=C(C=C1)O)OCC1=CC=CC=C1)(OCC1=CC=CC=C1)=O